C1(=CC=CC2=CC=CC=C12)C1=CC=CC2=CC=CC=C12 rac-1,1'-binaphthalene